succinimidylglutaramid C1(CCC(N1C(C(=O)N)CCC(=O)N)=O)=O